2-Fluoro-((5-(3-methyl-4-(trifluoromethoxy)phenyl)thiophen-2-yl)methyl)aniline FC1=C(NCC=2SC(=CC2)C2=CC(=C(C=C2)OC(F)(F)F)C)C=CC=C1